6-(4-((2-(3,5-dimethylpiperidin-1-yl)-5-oxo-5,6-dihydropyrimido[4,5-d]pyridazin-4-yl)amino)phenyl)-6-azaspiro[2.5]octane-1-carboxylic acid CC1CN(CC(C1)C)C=1N=C(C2=C(C=NNC2=O)N1)NC1=CC=C(C=C1)N1CCC2(CC2C(=O)O)CC1